BrC=1C(=NC(=C(C1)C(F)(F)F)O[C@@H](CC=C)C)C1=NN=CO1 5-[3-bromo-6-[(1R)-1-methylbut-3-enyloxy]-5-(trifluoromethyl)-2-pyridinyl]-1,3,4-oxadiazole